2,2-dilinoleyl-4-Dimethylaminomethyl-[1,3]-dioxolane C(CCCCCCC\C=C/C\C=C/CCCCC)C1(OCC(O1)CN(C)C)CCCCCCCC\C=C/C\C=C/CCCCC